C(#N)OC(C=C)=O.O water cyanoacrylate